N1CC(C1)C1=C(C=C(CN2CC(C2)(C)OC(C)=O)C=C1C)C acetic acid 1-(4-(azetidin-3-yl)-3,5-dimethylbenzyl)-3-methylazetidin-3-yl ester